ClC=1C(=C(C=CC1F)[C@H](NC(=O)N1[C@@H](C(NCC1)=O)C)C=1C=NN(C1)C1=CC=C(C=C1)F)F (2R)-N-((R)-(3-chloro-2,4-difluorophenyl)(1-(4-fluorophenyl)-1H-pyrazol-4-yl)methyl)-2-methyl-3-oxopiperazine-1-carboxamide